The molecule is a pentacyclic triterpenoid that belongs to the group of D:C-friedooleanane type triterpenoids. It is a pentacyclic triterpenoid and a hydroxy monocarboxylic acid. C[C@]12CC[C@@](C[C@H]1[C@@]3(CC=C4C(=CC[C@@H]5[C@@]4(CC[C@@H](C5(C)C)O)C)[C@]3(CC2)C)C)(C)C(=O)O